FC(OC1=CC=C(C=C1)N1C(C(=CC2=C1N=C(N=C2)OCC)C=2C=CC1=C(N(C(=N1)CCN1CCOCC1)C)C2)=O)F 8-(4-(difluoromethoxy)phenyl)-2-ethoxy-6-(1-methyl-2-(2-morpholinoethyl)-1H-benzo[d]imidazol-6-yl)pyrido[2,3-d]pyrimidin-7(8H)-one